NCC=1C=C(C=CC1)N(C)CC=1N=C2C(=NC(=NC2=NC1)N)N 6-(((3-(aminomethyl)phenyl)(methyl)amino)methyl)pteridine-2,4-diamine